5,5-dimethyl-3-oxocyclohex-1-enyldimethylcarbamate CC1(CC(C=C(C1)CN(C([O-])=O)C)=O)C